4-(3-(4-((4-fluorobenzyl)amino)piperidin-1-yl)propoxy)-2,3-dihydro-7H-furo[3,2-g]chromen-7-one FC1=CC=C(CNC2CCN(CC2)CCCOC2=C3C=CC(OC3=CC3=C2CCO3)=O)C=C1